3,4-bis((5-methylsulfanyl-2-1,3,4-oxadiazolyl)methoxy)benzoic acid CSC1=NN=C(O1)COC=1C=C(C(=O)O)C=CC1OCC=1OC(=NN1)SC